COC1=C2NC(C=3N(C2=C(C=C1)C)C(=NN3)C)(C)C 6-methoxy-1,4,4,9-tetramethyl-4,5-dihydro-[1,2,4]triazolo[4,3-a]quinoxaline